1-[7-[[2-fluoro-4-(trifluoromethyl)phenyl]methyl]-2,7-diazaspiro[3.5]nonane-2-carbonyl]piperidine-3-carboxamide FC1=C(C=CC(=C1)C(F)(F)F)CN1CCC2(CN(C2)C(=O)N2CC(CCC2)C(=O)N)CC1